(E)-3-(4-(((1-(3-Cyano-4-(4-cyano-3-fluorophenyl)-5-(3-hydroxy-4-methoxyphenyl)pyridin-2-yl)piperidin-4-yl)amino)methyl)phenyl)-N-hydroxybut-2-enamide formate C(=O)O.C(#N)C=1C(=NC=C(C1C1=CC(=C(C=C1)C#N)F)C1=CC(=C(C=C1)OC)O)N1CCC(CC1)NCC1=CC=C(C=C1)/C(=C/C(=O)NO)/C